6-((3-methoxy-4-((1-methyl-1H-pyrazol-4-yl)methoxy)phenyl)amino)-3-morpholinoquinoxaline-5-carbonitrile COC=1C=C(C=CC1OCC=1C=NN(C1)C)NC1=C(C=2N=C(C=NC2C=C1)N1CCOCC1)C#N